C(C(=C)C)(=O)OCC1CC2C(CC1)O2 4-Epoxycyclohexylmethyl methacrylate